ClC1=CC(=C(C=C1)[C@@H](C)OC1=CC=NN1C1CCN(CC1)C(=O)OC(C)(C)C)F (R)-tert-butyl 4-(5-(1-(4-chloro-2-fluorophenyl)ethoxy)-1H-pyrazol-1-yl)piperidine-1-carboxylate